tert-butyl 3-(5-[(5-chlorothiophen-2-yl)methyl]amino-1-(2,2-dimethylpropanoyl)-1H-pyrazol-3-yl)-3-methylpiperidine-1-carboxylate ClC1=CC=C(S1)CNC1=CC(=NN1C(C(C)(C)C)=O)C1(CN(CCC1)C(=O)OC(C)(C)C)C